CC(C#N)(C)C1=CC=C(C=C1)N1C(N(C=2C=NC=3C=CC(=CC3C21)C=2C=NC1=CC=CC=C1C2)C)=O methyl-2-(4-(3-methyl-2-oxo-8-(quinolin-3-yl)-2,3-dihydro-1H-imidazo[4,5-c]quinolin-1-yl)phenyl)propanenitrile